2-(2,5-dihydrofuran-2-yl)ethyl methanesulfonate CS(=O)(=O)OCCC1OCC=C1